NC=1C=C(C=C2C=C(NC12)C1=CC=CC=C1)CCCOCCO 2-(3-(7-amino-2-phenyl-1H-indol-5-yl)propoxy)ethan-1-ol